9-(1-bromo-2-methylpropan-1-en-1-yl)-9H-fluoren-9-ol BrC(=C(C)C)C1(C2=CC=CC=C2C=2C=CC=CC12)O